(4-(MORPHOLINOMETHYL)PHENYL)NAPHTHALENE-1-SULFONAMIDE DI-HYDROCHLORIDE DI-HYDRATE O.O.Cl.Cl.O1CCN(CC1)CC1=CC=C(C=C1)C1=C(C2=CC=CC=C2C=C1)S(=O)(=O)N